COC=1C=C(C=C(C1)OC)N1C(CN(C(C1)=O)C(C1=CC=C(C=C1)F)=O)=O 1-(3,5-dimethoxyphenyl)-4-(4-fluorobenzoyl)piperazine-2,5-dione